C[C@H](CCC(=O)O)[C@H]1CCC2=C3CC[C@@H]4C=CCC[C@@]4([C@H]3C=C[C@]12C)C The molecule is a C24-steroid that is cholanic acid which has been triply dehydrogenated to introduce double bonds at the 3-4, 8-14, and 11-12 positions. It is a steroid acid, a 5beta steroid and a C24-steroid.